6-(4-chlorophenyl)-N-((1R,2R,4S)-7-cyano-7-azabicyclo[2.2.1]heptan-2-yl)-3-pyridinecarboxamide ClC1=CC=C(C=C1)C1=CC=C(C=N1)C(=O)N[C@H]1[C@H]2CC[C@@H](C1)N2C#N